Cl.CC1(CN(CCN1)C1=CC=C(N=N1)NC(=O)C=1C(=CC=2N(C1)C=C(N2)C)OCC)C N-(6-(3,3-dimethylpiperazin-1-yl)pyridazin-3-yl)-7-ethoxy-2-methylimidazo[1,2-a]pyridine-6-carboxamide hydrochloride